methyl N-[4-methyl-5-({4-[(2S)-2-({8-[1-methyl-3-(trifluoromethyl)-1H-pyrazol-4-yl]quinazolin-4-yl} amino)propyl]piperazin-1-yl} sulfonyl)-1,3-thiazol-2-yl]carbamate CC=1N=C(SC1S(=O)(=O)N1CCN(CC1)C[C@H](C)NC1=NC=NC2=C(C=CC=C12)C=1C(=NN(C1)C)C(F)(F)F)NC(OC)=O